4-[[[2-[(4,6-dimethoxy-2-pyrimidinyl)oxy]phenyl]methyl]amino]benzoic acid COC1=NC(=NC(=C1)OC)OC1=C(C=CC=C1)CNC1=CC=C(C(=O)O)C=C1